ClC1=C(C=C(C=2C3=C(NC12)[C@@H](CNC(C3)=O)CCO)C3=NN(N=C3)C)Cl (R)-7,8-Dichloro-5-(2-hydroxyethyl)-10-(2-methyl-2H-1,2,3-triazol-4-yl)-3,4,5,6-tetrahydroazepino[4,5-b]indol-2(1H)-one